1-[4-(difluoromethoxy)-6,7-dimethyl-1,3-dihydro-2H-pyrrolo[3,4-c]pyridin-2-yl]-2-[1-(pyrimidin-5-yl)azetidin-3-yl]ethanone FC(OC1=NC(=C(C2=C1CN(C2)C(CC2CN(C2)C=2C=NC=NC2)=O)C)C)F